triphenylgermanide C1(=CC=CC=C1)[Ge-](C1=CC=CC=C1)C1=CC=CC=C1